2-(2-(2-((4-(2-oxoindolin-5-yl)pyridin-2-yl)amino)ethoxy)ethyl)acetamide O=C1NC2=CC=C(C=C2C1)C1=CC(=NC=C1)NCCOCCCC(=O)N